FC(C1=C(C(=NC(=N1)SC)O)C)F 6-(difluoromethyl)-5-methyl-2-(methylthio)pyrimidin-4-ol